3-methylsulfanylpropan CSCCC